Thiomalonitril C(C(S)CC#N)#N